rac-7-(3-(4-(Cyclopropanecarbonyl)piperazine-1-carbonyl)azetidin-1-yl)-4-(trifluoromethyl)-2,5,6,7-tetrahydro-3H-cyclopenta[c]pyridazin-3-one C1(CC1)C(=O)N1CCN(CC1)C(=O)C1CN(C1)[C@@H]1CCC=2C1=NNC(C2C(F)(F)F)=O |r|